N-[3-(5-chloro-1H-pyrrolo[2,3-b]pyridin-3-ylcarbonyl)-2,4-difluorophenyl]propane-1-sulfonamide ClC=1C=C2C(=NC1)NC=C2C(=O)C=2C(=C(C=CC2F)NS(=O)(=O)CCC)F